BrC1=C(C#N)C=CC(=C1)Cl 2-bromo-4-chlorobenzonitrile